6-(3-chloro-5-fluorophenoxy)-7-(difluoromethyl)-2,2-difluoro-3-hydroxy-2,3-dihydrobenzo[b]thiophene 1-oxide ClC=1C=C(OC=2C=CC3=C(S(C(C3O)(F)F)=O)C2C(F)F)C=C(C1)F